5-fluoro-N-methyl-N-(2,2,2-trifluoro-1-(4-fluorophenyl)ethyl)pyridine-3-sulfonamide FC=1C=C(C=NC1)S(=O)(=O)N(C(C(F)(F)F)C1=CC=C(C=C1)F)C